tert-butyl (21-hydroxy-15-oxo-3,6,9,12-tetraoxa-16-azahenicosyl)carbamate OCCCCCNC(CCOCCOCCOCCOCCNC(OC(C)(C)C)=O)=O